Benzyl (S)-((4-((2-((tert-butoxycarbonyl)amino)propanamido)methyl)phenyl) (imino)methyl)carbamate C(C)(C)(C)OC(=O)N[C@H](C(=O)NCC1=CC=C(C=C1)C(=N)NC(OCC1=CC=CC=C1)=O)C